4-(4-chlorophenyl)-6-(2-methylpiperidin-1-yl)-2-(pyridin-3-yl)pyrimidine ClC1=CC=C(C=C1)C1=NC(=NC(=C1)N1C(CCCC1)C)C=1C=NC=CC1